FC1(COC(OC1)=O)F 5,5-difluoro-1,3-dioxan-2-one